4-((6-(4-cyano-1-(2-hydroxyethyl)-1H-imidazol-2-yl)pyridin-3-yl)amino)-1-(2,6-dichlorophenyl)-1H-pyrazole-3-carboxamide C(#N)C=1N=C(N(C1)CCO)C1=CC=C(C=N1)NC=1C(=NN(C1)C1=C(C=CC=C1Cl)Cl)C(=O)N